Cl.C#C.[Ru] ruthenium acetylene hydrochloride